(2R)-N-[2-(1-benzylpiperidin-4-yl)ethyl]-4-(4,6-dicyanopyrimidin-2-yl)-2-methylpiperazine-1-carboxamide C(C1=CC=CC=C1)N1CCC(CC1)CCNC(=O)N1[C@@H](CN(CC1)C1=NC(=CC(=N1)C#N)C#N)C